C1(CC1)N(C1=CN=CN=N1)[C@H]1C[C@@H]2C[C@@H]([C@H](C1)N2)F 6-{cyclopropyl[(1R,3S,5S,6S)-6-fluoro-8-azabicyclo[3.2.1]octan-3-yl]amino}-1,2,4-triazin